FC=1C=C(C(=NC1)OC)[C@@H]1N(CCC1)C1=NC=2N(C=C1)N=CC2N (R)-5-(2-(5-fluoro-2-methoxypyridin-3-yl)pyrrolidin-1-yl)pyrazolo[1,5-a]pyrimidin-3-amine